Tert-butyl N-[3-([3-[1-(2,6-dioxopiperidin-3-yl)-3-methyl-2-oxo-2,3-dihydro-1H-1,3-benzodiazol-4-yl]prop-2-yn-1-yl]oxy)propyl]carbamate O=C1NC(CCC1N1C(N(C2=C1C=CC=C2C#CCOCCCNC(OC(C)(C)C)=O)C)=O)=O